FC(C(=O)O)(F)F.NCC1=CC=C(C=C1)CN1CCN(CC1)C(=O)C=1C=CC(=C(C1)N1C(NC(CC1)=O)=O)OC 1-[5-[4-[[4-(aminomethyl)phenyl]methyl]-piperazine-1-carbonyl]-2-methoxy-phenyl]hexahydropyrimidine-2,4-dione trifluoroacetate